tert-butyl ((4-aminophenyl)(isopropyl)(oxo)-λ6-sulfaneylidene)carbamate NC1=CC=C(C=C1)S(=O)(C(C)C)=NC(OC(C)(C)C)=O